6-{8-[(2-cyano-2-methylideneethyl)amino]naphthalen-2-yl}-3-fluoro-N-(1-methylpiperidin-4-yl)pyridine-2-carboxamide C(#N)C(CNC=1C=CC=C2C=CC(=CC12)C1=CC=C(C(=N1)C(=O)NC1CCN(CC1)C)F)=C